((3aS,4S,6S,7aR)-3a,5,5-trimethylhexahydro-4,6-methanobenzo[d][1,3,2]dioxaborol-2-yl)butan-1-amine hydrochloride Cl.C[C@]12[C@H](OB(O1)C(CCC)N)C[C@H]1C([C@@H]2C1)(C)C